tert-Butyl (2-oxo-2-((2-(piperidin-1-yl)ethyl)amino)ethyl)((8-((4-(trifluoromethyl)phenyl)sulfonamido)quinolin-2-yl)methyl)carbamate O=C(CN(C(OC(C)(C)C)=O)CC1=NC2=C(C=CC=C2C=C1)NS(=O)(=O)C1=CC=C(C=C1)C(F)(F)F)NCCN1CCCCC1